NC1=C(C=NN1CC1=CC=C(C=C1)Cl)C(=O)N1C[C@@]2(CCC1)C1=C(NC(O2)=O)C=CC(=C1F)Cl (R)-1'-(5-Amino-1-(4-chlorobenzyl)-1H-pyrazole-4-carbonyl)-6-chloro-5-fluorospiro[benzo[d][1,3]oxazine-4,3'-piperidin]-2(1H)-one